N1=C(C=CC=C1)CCSCCOCCOCCSCCC1=NC=CC=C1 1,14-Bis(2-pyridyl)-6,9-dioxa-3,12-dithiatetradecan